NNCCCCCCCNN 1,7-diaminoAminoheptane